C(NCCCCNCNCCOCCOCC)(=O)N 12,15-Dioxa-2,7,9-triazaheptadecanamide